C(#N)B(C(C#N)C)C#N 2-(dicyanoboranyl)propanenitrile